5-iodovinylcytosine IC=CC=1C(=NC(NC1)=O)N